COC1=C(NC2=C(N=NC(=C2)N2C(C3(CC3)CC2)=O)C(=O)NC([2H])([2H])[2H])C=CC=C1C1=NN(C=N1)C 4-[2-methoxy-3-(1-methyl-1,2,4-triazol-3-yl)anilino]-6-(4-oxo-5-azaspiro[2.4]heptan-5-yl)-N-(trideuteriomethyl)pyridazine-3-carboxamide